CN(CCOC1=CC=C(C=C1)NC=1N=CC2=C(N1)N=C(C=C2C#C)N2C(NCC21CCCC1)=O)C 1-[2-({4-[2-(Dimethylamino)ethoxy]phenyl}amino)-5-ethynylpyrido[2,3-d]pyrimidin-7-yl]-1,3-diazaspiro[4.4]nonan-2-one